4-(5-(3,5-dichloro-4-fluorophenyl)-5-(trifluoromethyl)-4,5-dihydroisoxazol-3-yl)-N-(5-ethyl-1-methyl-1H-1,2,4-triazol-3-yl)-N,2-dimethylbenzamide ClC=1C=C(C=C(C1F)Cl)C1(CC(=NO1)C1=CC(=C(C(=O)N(C)C2=NN(C(=N2)CC)C)C=C1)C)C(F)(F)F